2-((2,5-Dichloropyrimidin-4-yl)amino)-5-fluoro-benzamide ClC1=NC=C(C(=N1)NC1=C(C(=O)N)C=C(C=C1)F)Cl